(E)-N-(2,2-dimethylcyclobutyl)-5-methyl-N-(tetrahydrofuran-3-carbonyl)thiazole-4-carboxamide CC1(C(CC1)N(C(=O)C=1N=CSC1C)C(=O)C1COCC1)C